OC12C[C@H]3C([C@H](CC(C1)C3)C2)C=2C3=C(B(N(N2)CCC)O)C=NC2=C3C=CN2 1-((1R,2s,3S,5s,7s)-5-hydroxyadamantan-2-yl)-3-propyl-3,7-dihydro-4H-pyrrolo[3',2':5,6]pyrido[3,4-d][1,2,3]diazaborinin-4-ol